N1-(4-(3-(2-((2-(2,6-dioxopiperidin-3-yl)-1,3-dioxoisoindolin-4-yl)amino)ethoxy)-N-methylpropanamido)phenyl)-N8-hydroxyoctanediamide O=C1NC(CCC1N1C(C2=CC=CC(=C2C1=O)NCCOCCC(=O)N(C)C1=CC=C(C=C1)NC(CCCCCCC(=O)NO)=O)=O)=O